C(C)OC1=C(C=C(C=N1)CN1C2CN(CC1C2)C2=NN(C=C2)C=2C=1N(C=C(C2)OCC(C)(C)O)N=CC1C#N)F 4-(3-(6-((6-ethoxy-5-fluoropyridin-3-yl)methyl)-3,6-diazabicyclo[3.1.1]heptan-3-yl)-1H-pyrazol-1-yl)-6-(2-hydroxy-2-methylpropoxy)pyrazolo[1,5-a]pyridine-3-carbonitrile